CC1=CC(=NC=C1B1OC(C(O1)(C)C)(C)C)C(C)=O 1-[4-methyl-5-(4,4,5,5-tetramethyl-1,3,2-dioxaborolan-2-yl)pyridin-2-yl]ethanone